C1(CC1)CC1=C(C(=NN1C=1SC=C(N1)C(=O)O)C1=CC(=C(C=C1)F)C=1C=C2CCCC2=CC1)CC1=CC(=C(C=C1)S(N)(=O)=O)F 2-(5-(cyclopropylmethyl)-3-(3-(2,3-dihydro-1H-inden-5-yl)-4-fluorophenyl)-4-(3-fluoro-4-sulfamoylbenzyl)-1H-pyrazol-1-yl)thiazole-4-carboxylic acid